NC1=C2C=C(N(C2=CC=C1)CC(F)(F)F)C#CCN(C1=C(C=C(C(=O)OC)C=C1)OC)C(=O)OC(C)(C)C methyl 4-((3-(4-amino-1-(2,2,2-trifluoroethyl)-1H-indol-2-yl)prop-2-yn-1-yl)(tert-butoxycarbonyl)amino)-3-methoxybenzoate